C(C)(C)(C)OC(CC(=O)C=1SC=C(C1F)Br)=O 3-(4-bromo-3-fluorothien-2-yl)-3-oxopropanoic acid tert-butyl ester